N-(2-Hydroxy-6,7-dimethyl-4-phenyl-2-(trifluoromethyl)-2H-chromen-3-yl)acetamide OC1(OC2=CC(=C(C=C2C(=C1NC(C)=O)C1=CC=CC=C1)C)C)C(F)(F)F